BrCC1=CC(=C(C#N)C(=C1)F)F 4-(Bromomethyl)-2,6-difluorobenzonitrile